ClC1=C(C=CC(=C1CC)F)S(=O)(=O)NC=1C=C2C(N(C(C2=CC1)=O)C1C(NC(CC1)=O)=O)=O 2-chloro-N-[2-(2,6-dioxo-3-piperidyl)-1,3-dioxo-isoindolin-5-yl]-3-ethyl-4-fluoro-benzenesulfonamide